6-Chloro-5-fluoro-4-(isopropylamino)-N-methoxy-N-methyl-pyridine-3-carboxamide ClC1=C(C(=C(C=N1)C(=O)N(C)OC)NC(C)C)F